O1CCC(CC1)C1=NNC=C1 3-(tetrahydro-2H-pyran-4-yl)-1H-pyrazole